3-methoxy-4-((3-(4-((tetrahydro-2H-pyran-4-yl)amino)-1-(2,2,2-trifluoroethyl)-1H-indol-2-yl)prop-2-yn-1-yl)amino)benzoic acid COC=1C=C(C(=O)O)C=CC1NCC#CC=1N(C2=CC=CC(=C2C1)NC1CCOCC1)CC(F)(F)F